1-[3-[9-ethyl-6-morpholino-8-(4-pyridyl)purin-2-yl]phenyl]piperidin-4-ol C(C)N1C2=NC(=NC(=C2N=C1C1=CC=NC=C1)N1CCOCC1)C=1C=C(C=CC1)N1CCC(CC1)O